C(C)N1N=C(C2=C1C(NCC1(CCOCC1)C2)=O)C[C@H](COC(C2=CC=C(C=C2)C(N(C)C)=O)=O)C 4-(Dimethylcarbamoyl)benzoic acid [(2R)-3-(1-ethyl-8-oxo-spiro[6,7-dihydro-4H-pyrazolo[3,4-c]azepin-5,4'-tetrahydropyran]-3-yl)-2-methyl-propyl] ester